C(=O)(O)C1(CC1)CN1CC2=C(CC1)N(C(=N2)C(=O)N)C 5-((1-carboxycyclopropyl)methyl)-1-methyl-4,5,6,7-tetrahydro-1H-imidazo[4,5-c]pyridine-2-carboxamide